(4-{[6-(5-chloro-2-fluorophenyl)-3-[2-(pyrrolidin-1-yl)ethoxy]pyridazin-4-yl]amino}pyridin-2-yl)cyclopropanecarboxamide ClC=1C=CC(=C(C1)C1=CC(=C(N=N1)OCCN1CCCC1)NC1=CC(=NC=C1)C1(CC1)C(=O)N)F